(1R)-1-[5-(2-methylpyridin-3-yl)-1,2,4-oxadiazol-3-yl]-6-azaspiro[2.5]octane-6-sulfonamide CC1=NC=CC=C1C1=NC(=NO1)[C@@H]1CC12CCN(CC2)S(=O)(=O)N